2-(4-Morpholinophenyl)acetic Acid O1CCN(CC1)C1=CC=C(C=C1)CC(=O)O